ClC=1C=CC(=C(C(=O)NC2=CC(=CC=C2)S(N)(=O)=O)C1)OC1=C(C=C(C=C1)F)Cl 5-chloro-2-(2-chloro-4-fluorophenoxy)-N-(3-sulfamylphenyl)benzamide